C1(=CC=CC=C1)C1=C(C(=C2NC3=C(C(=C(C(=C3C2=C1[2H])[2H])[2H])[2H])[2H])[2H])[2H] 3-Phenyl-9H-carbazole-1,2,4,5,6,7,8-d7